Cl.NC1CCN(CC1)CC(=O)OCC 2-Ethyl 2-(4-aminopiperidin-1-yl)acetate Hydrochloride